BrC=1C(=C(OCCC[C@@H]2CN(CC2)CC(=O)OCC)C=CC1)C (S)-ethyl 2-(3-(3-(3-bromo-2-methylphenoxy)propyl)pyrrolidin-1-yl)acetate